C(C)(=O)C1=CN(C2=C(C=C(C=C12)C=1C=NC(=NC1)C)C)CC(=O)N1[C@@H]2C[C@@]2(C[C@H]1C(=O)NC1=NC(=CC=C1C)OC(F)(F)F)C (1R,3S,5R)-2-(2-(3-acetyl-7-methyl-5-(2-methylpyrimidin-5-yl)-1H-indol-1-yl)acetyl)-5-methyl-N-(3-methyl-6-(trifluoro-methoxy)pyridin-2-yl)-2-azabicyclo[3.1.0]hexane-3-carboxamide